C(C)N1C(C2=C(C=C(C=C2C1)N1C=NC2=C1C=CC(=C2)C=2C=NN(C2)C)NCCO)=O 2-ethyl-7-(2-hydroxyethyl-amino)-5-[5-(1-methylpyrazol-4-yl)benzimidazol-1-yl]isoindolin-1-one